tert-butyl 4-[7-({8-fluoro-2-methylimidazo[1,2-a]pyridin-6-yl}carbamoyl)-2-(2-fluoroethyl)indazol-4-yl]piperazine-1-carboxylate FC=1C=2N(C=C(C1)NC(=O)C1=CC=C(C3=CN(N=C13)CCF)N1CCN(CC1)C(=O)OC(C)(C)C)C=C(N2)C